CN(C(=O)[C@H]1N(S(N(C1)C)(=O)=O)C1=NC(=NC(=C1)C(F)(F)F)C)C=1C=C(C=CC1)C (S)-N,5-dimethyl-2-(2-methyl-6-(trifluoromethyl)pyrimidin-4-yl)-N-(m-tolyl)-1,2,5-thiadiazolidine-3-carboxamide 1,1-dioxide